ClC1=C2NC(C(NC2=C(C=C1)OC)=O)(C)C 5-chloro-8-methoxy-3,3-dimethyl-3,4-dihydroquinoxalin-2(1H)-one